FC(OCCC(C1=CC(=CC=C1)C(N[C@H]1[C@@H](C(OC2=CC=CC=C12)(C)C)O)=O)N1C(NC(CC1=O)(CC)CC)=[NH2+])F [1-[3-(difluoromethoxy)-1-[3-[[(3S,4R)-3-hydroxy-2,2-dimethyl-chroman-4-yl]carbamoyl]phenyl]propyl]-4,4-diethyl-6-oxo-hexahydropyrimidin-2-ylidene]ammonium